CN1CCN(CC1)C1=CC=C(NC=2C=CC=3C(=NC=C(N3)NC3=C(C(=CC(=C3Cl)OC)OC)Cl)N2)C=C1 6-(4-(4-methylpiperazin-1-yl)anilino)-2-(2,6-dichloro-3,5-dimethoxyanilino)pyrido[2,3-b]Pyrazine